C(CCCCCCCCCCCCCCC)(=S)[O-] thiopalmitate